CC(C)C1=CC2=C(OCC(CO2)=O)C=C1 7-(1-methylethyl)-2H-1,5-benzodioxepin-3(4H)-one